C(C)(C)(C)OC(=O)N1CCC(C1)C1=C(C(=CC=C1)C(=O)C=1C=NC(=CC1)OCC(F)(F)F)N 4-([6-(2,2,2-trifluoro-ethoxy)-pyridine-3-carbonyl]-amino-phenyl)-pyrrolidine-1-carboxylic acid tert-butyl ester